C1(CC1)S(=O)(=O)N1N=CC(=C1)C1=NC=CC(=N1)NC1=NC=C(C(=C1)NC1CCC(CC1)NCCF)C1=NN(C=C1)C(F)F N2-(2-(1-(Cyclopropylsulfonyl)-1H-pyrazol-4-yl)pyrimidin-4-yl)-5-(1-(difluoromethyl)-1H-pyrazol-3-yl)-N4-((1s,4s)-4-((2-fluoroethyl)amino)cyclohexyl)pyridine-2,4-diamine